ClC1=CC(=C(C=C1Cl)NC(=O)N1C2CC=3C(=CNC(C3)=O)C1CC2)F (±)-N-(4,5-dichloro-2-fluorophenyl)-3-oxo-3,5,6,7,8,9-hexahydro-2H-6,9-epimino-cyclohepta[c]pyridine-10-carboxamide